N[C@H]([C@@H](C)O)C (2R,3S)-3-Aminobutan-2-ol